ClC1=C(C(=CC=C1)Cl)C=1C=C2C(=NN(C2=CC1)C(C1=CC=CC=C1)(C1=CC=CC=C1)C1=CC=CC=C1)N 5-(2,6-dichloro-phenyl)-1-trityl-1H-indazol-3-ylamine